C(#N)C1(CC1)NC(=O)[C@H]1N(C[C@@H](C1)S(=O)(=O)C1=CC=C(C=C1)C1=C(C=CC=C1)C=O)C(=O)C1(CC1)C(F)(F)F (2S,4R)-N-(1-cyanocyclopropyl)-4-(2'-formylbiphenyl-4-ylsulfonyl)-1-(1-(trifluoromethyl)cyclopropanecarbonyl)pyrrolidine-2-carboxamide